(2-amino-3-(3-(4-benzylbenzyl)isoxazol-5-yl)pyridin-1-ium-1-yl)methyl hydrogen phosphate P(=O)(OC[N+]1=C(C(=CC=C1)C1=CC(=NO1)CC1=CC=C(C=C1)CC1=CC=CC=C1)N)(O)[O-]